C1(C(C(C(C(C1[2H])([2H])[2H])([2H])[2H])([2H])[2H])([2H])[2H])([2H])C1=C(C(=NN=N1)C=1C(=C(C(=C(C1[2H])[2H])[2H])[2H])C1=C(C=CC=2OC3=C(C21)C=CC=C3)C3=C(C(=CC=2C1=CC=CC=C1CC32)C)C)C3(C(C(C(C(C3[2H])([2H])[2H])([2H])[2H])([2H])[2H])([2H])[2H])[2H] [(diphenyl-d10)triazinyl][(dimethylfluorenyl)dibenzofuranyl]benzene-d4